tert-butyl N-(4-azidobenzoyl)-N-(2-((bis(benzyloxy)phosphoryl)oxy)ethyl)glycinate N(=[N+]=[N-])C1=CC=C(C(=O)N(CC(=O)OC(C)(C)C)CCOP(=O)(OCC2=CC=CC=C2)OCC2=CC=CC=C2)C=C1